1-(9Z,12Z-heptadecadienoyl)-2-(13Z,16Z-docosadienoyl)-glycero-3-phospho-(1'-sn-glycerol) CCCCC/C=C\C/C=C\CCCCCCCCCCCC(=O)O[C@H](COC(=O)CCCCCCC/C=C\C/C=C\CCCC)COP(=O)(O)OC[C@H](CO)O